FC(C1=CC=C(OC2=CC=C3CCN(CC3=C2)C(=O)C2CC(C2)C#N)C=C1)(F)F 3-(7-(4-(trifluorometh-yl)phenoxy)-1,2,3,4-tetrahydroisoquinoline-2-carbonyl)cyclobutane-1-carbonitrile